ClC1C(C2C(C(C1O2)C(=O)N)C2=CC(=CC=C2)C(F)(F)F)(O)C2=NC=CC=C2C(F)(F)F 6-chloro-5-(trifluoromethylpyridin-2-yl)-5-hydroxy-3-(3-(trifluoromethyl)phenyl)-7-oxabicyclo[2.2.1]heptane-2-carboxamide